3-(3-(4-Hydroxypiperidinyl)propyl)-1(3H)-isobenzofuranone OC1CCN(CC1)CCCC1OC(C2=CC=CC=C12)=O